trifluoroacetyl-3-trifluoromethyl-phenethylamine FC(C(=O)NCCC1=CC(=CC=C1)C(F)(F)F)(F)F